(3-chlorophenyl)benzo[d][1,2]selenazole ClC=1C=C(C=CC1)C1=N[Se]C2=C1C=CC=C2